CC1([C@@H](CCC1)O)C (R)-2,2-dimethylcyclopentan-1-ol